C(#N)C1=CC=C(C=C1)NC(=O)N1CCC2(CC1)CCC(CC2)N(C=2C1=C(N=CN2)NC=C1)C N-(4-cyanophenyl)-9-(methyl(7H-pyrrolo[2,3-d]pyrimidin-4-yl)amino)-3-azaspiro[5.5]undecane-3-carboxamide